BrCCCCCCOCCO 2-((6-bromohexyl)oxy)ethan-1-ol